(R)-4-(4-amino-2-(2-(sec-butoxy)-2-oxoethyl)phenyl)piperazine-1-carboxylic acid tert-butyl ester C(C)(C)(C)OC(=O)N1CCN(CC1)C1=C(C=C(C=C1)N)CC(=O)O[C@H](C)CC